vinyl chloride hydroxyacrylate OC(C(=O)O)=C.C(=C)Cl